ClC=1C=C(C=CC1Cl)C12CNCC2C1 (-)-1-(3,4-dichlorophenyl)-3-azabicyclo[3.1.0]hexane